N5-(((1r,4r)-4-aminocyclohexyl)methyl)-N2-(tert-butyl)-6-methylpyridine-2,5-diamine NC1CCC(CC1)CNC=1C=CC(=NC1C)NC(C)(C)C